N[C@@H]1CN(CC[C@H]1F)C1=NC2=C(N1CC(=O)N(C(C)C1=CC=NC=C1)C)C=C(C(=C2)F)F 2-(2-((3R,4R)-3-amino-4-fluoropiperidin-1-yl)-5,6-difluoro-1H-benzo[d]imidazol-1-yl)-N-methyl-N-(1-(pyridin-4-yl)ethyl)acetamide